COC1=CC=C(CNC(NC2CC3(CC(C3)C(=O)NCC3=NC=CC=C3)C2)=O)C=C1 6-(3-(4-methoxybenzyl)ureido)-N-(pyridin-2-ylmethyl)spiro[3.3]heptane-2-carboxamide